C1(=O)OCCCCC1 pentanocarboxylic acid